2-fluoro-7-(methylsulfonyl)-2,3-dihydro-1H-inden-1-ol FC1C(C2=C(C=CC=C2C1)S(=O)(=O)C)O